FC1=C(C(=O)O)C=CC=C1[N+](=O)[O-] 2-fluoro-3-nitrobenzoic acid